N,N-dimethyl-4-(5-((1S,5R)-5-(trifluoromethyl)-3-(8-(trifluoromethyl)quinolin-5-yl)-3-azabicyclo[3.1.0]hexan-1-yl)-1,3,4-oxadiazol-2-yl)bicyclo[2.2.2]octan-1-amine CN(C12CCC(CC1)(CC2)C=2OC(=NN2)[C@@]21CN(C[C@]1(C2)C(F)(F)F)C2=C1C=CC=NC1=C(C=C2)C(F)(F)F)C